C1(CC1)C1=C(C=CC=C1)C1N(CCC(C1)N(C)CC1=CC=C(C=C1)OC)C1CC2(C1)CCN(CC2)C(=O)OC(C)(C)C Tert-butyl 2-(2-(2-cyclopropylphenyl)-4-((4-methoxybenzyl) (methyl) amino) piperidin-1-yl)-7-azaspiro[3.5]Nonane-7-carboxylate